(3S,5R)-4-(1-((2-(2,6-dioxo-piperidin-3-yl)-1,3-dioxo-isoindolin-4-yl)amino)-3,6,9,12-tetraoxapentadecan-15-oyl)-3,5-dimethylpiperazine O=C1NC(CCC1N1C(C2=CC=CC(=C2C1=O)NCCOCCOCCOCCOCCC(=O)N1[C@H](CNC[C@H]1C)C)=O)=O